N-(isoquinolin-5-yl)-N-methyl-4-phenylpyrrolidine-3-carboxamide dihydrochloride Cl.Cl.C1=NC=CC2=C(C=CC=C12)N(C(=O)C1CNCC1C1=CC=CC=C1)C